C(C)(C)(C)OC(=O)N1CCC1 1-tert-butyloxycarbonyl-azetidine